NC1=C(C=C(C=C1)C(=O)C1=CC=C2C(=CC=CN12)C1=CC2=C(N(C=N2)C)C=C1C(F)(F)F)N1CCC(CC1)N(C)C (4-amino-3-(4-(dimethylamino)piperidin-1-yl)phenyl)(8-(1-methyl-6-(trifluoromethyl)-1H-benzo[d]imidazol-5-yl)indolizin-3-yl)methanone